ClNCCNCCN chloro(diethylenetriamine)